tert-Butyl 7-bromo-8-methyl-3,4-dihydro-2H-1,5-naphthyridine-1-carboxylate BrC1=CN=C2CCCN(C2=C1C)C(=O)OC(C)(C)C